N1(CCC1)CCC=1C(=CC(N(C1)C(C(=O)N[C@@H](CC(=O)O)C=1C=C(C=C(C1F)C)C1=C(C=C(C=C1C)F)C1CC1)CC(C)C)=O)C(F)(F)F (3S)-3-(2-(5-(2-(azetidin-1-yl)ethyl)-2-oxo-4-(trifluoromethyl)pyridin-1(2H)-yl)-4-methylpentanamido)-3-(2'-cyclopropyl-4,4'-difluoro-5,6'-dimethyl-[1,1'-biphenyl]-3-yl)propanoic acid